CC1OC(CN(C1)C1=C(C=C(C=C1)NC=1C=CC2=C(OCC(N2C)=O)C1)NC)C 7-((4-(2,6-dimethylmorpholino)-3-(methylamino)phenyl)amino)-4-methyl-2H-benzo[b][1,4]oxazin-3(4H)-one